FC1(CC1)C(=O)N[C@]1(NCCC1(C)C)C(=O)NCC1=C(OC2C(CCCC2)C(=O)O)C=C(C=C1)C1=C(N=CS1)C 2-(((2S,4R)-1-((S)-2-(1-fluorocyclopropane-1-carboxamido)-3,3-dimethylpyrrolidin-2-carboxamido)methyl)-5-(4-methylthiazol-5-yl)phenoxy)cyclohexanecarboxylic acid